C(C)(C)(C)OC(NC1CNCCC1(F)F)=O N-(4,4-Difluoro-3-piperidyl)carbamic acid tert-butyl ester